N-(2-chloro-4-(trifluoromethyl)phenyl)-2-(6-((1-(2-(2,6-dioxopiperidin-3-yl)-1,3-dioxoisoindoline-5-yl)azetidin-3-yl)ethynyl)-1H-benzo[d]imidazol-1-yl)-2-methylpropionamide ClC1=C(C=CC(=C1)C(F)(F)F)NC(C(C)(C)N1C=NC2=C1C=C(C=C2)C#CC2CN(C2)C=2C=C1C(N(C(C1=CC2)=O)C2C(NC(CC2)=O)=O)=O)=O